(2R,3R,5R)-5-(4-amino-2-oxopyrimidin-1(2H)-yl)-2-(((bis(octyloxy)phosphoryl) oxy)methyl)-4,4-difluorotetrahydrofuran-3-yl heptadecanoate C(CCCCCCCCCCCCCCCC)(=O)O[C@@H]1[C@H](O[C@H](C1(F)F)N1C(N=C(C=C1)N)=O)COP(=O)(OCCCCCCCC)OCCCCCCCC